3-iodo-2-[2-(methylsulfanyl)pyrido[3,2-d]pyrimidin-8-yl]-1H,5H,6H,7H-pyrrolo[3,2-c]pyridin-4-one IC1=C(NC2=C1C(NCC2)=O)C2=CC=NC1=C2N=C(N=C1)SC